2,5-dioxopyrrolidin-1-yl 3-(bis(pyridin-2-ylmethyl)amino)propanoate N1=C(C=CC=C1)CN(CCC(=O)ON1C(CCC1=O)=O)CC1=NC=CC=C1